(S)-4-(3-fluoro-2-methylphenyl)-6-(((3aR,7aS)-1-oxooctahydro-5H-pyrrolo[3,4-c]pyridin-5-yl)methyl)-2-(thiazol-2-yl)-1,4-dihydropyrimidine-5-carboxylic acid ethyl ester C(C)OC(=O)C=1[C@@H](N=C(NC1CN1C[C@@H]2[C@H](CC1)C(NC2)=O)C=2SC=CN2)C2=C(C(=CC=C2)F)C